C1NCC12CCOCC2 7-oxa-2-azaspiro(3.5)nonane